2-[3-(1,4-dimethyl-1H-1,2,3-triazol-5-yl)-5-[(S)-(oxazolidin-4-yl)(phenyl)methyl]-5H-pyrido[3,2-b]indol-7-yl]propan-2-ol CN1N=NC(=C1C1=CC=2N(C=3C=C(C=CC3C2N=C1)C(C)(C)O)[C@@H](C1=CC=CC=C1)C1NCOC1)C